O[C@H](C(=O)O)CC1=CC=CC=C1 (2S)-2-hydroxy-3-phenyl-propionic acid